octyl 3,5-di-tert-butyl-4-hydroxybenzylthioglycolate C(C)(C)(C)C=1C=C(CC(C(=O)OCCCCCCCC)S)C=C(C1O)C(C)(C)C